ClC1=CC=C(C(=N1)C(=O)O)NC(C)C1=C(SC2=C1OC(=C(C2=O)C)N2C[C@@H](N(CC2)C2=NC=C(C=N2)C)C)C 6-chloro-3-[(1-{2,6-dimethyl-5-[(3S)-3-methyl-4-(5-methylpyrimidin-2-yl)piperazin-1-yl]-7-oxothieno[3,2-b]pyran-3-yl}ethyl)amino]pyridine-2-carboxylic acid